OC=1C=C2C(=C(N(C2=CC1)CC1=CC=C(C=C1)N1CCN(CC1)C(COC=1C=CC=C2C(=NN(C12)C)C1C(NC(CC1)=O)=O)=O)C1=CC=C(C=C1)O)C 3-(7-(2-(4-(4-((5-Hydroxy-2-(4-hydroxyphenyl)-3-methyl-1H-indol-1-yl)methyl)-phenyl)piperazin-1-yl)-2-oxoethoxy)-1-methyl-1H-indazol-3-yl)piperidine-2,6-dione